(3R,4S,5R)-5-(((2-chloroquinolin-7-yl)oxy)methyl)-4-methyltetrahydrofuran-2,3,4-triol ClC1=NC2=CC(=CC=C2C=C1)OC[C@@H]1[C@]([C@H](C(O1)O)O)(O)C